hexahydro-1,3-dimethyl-4,6-dioxo-pyrimidinecarboxamide CN1C(N(C(CC1=O)=O)C)C(=O)N